BrC=1C(=NC2=CC=CN=C2C1)N 3-bromo-1,5-naphthyridin-2-amine